N-methyl-3-phenyl-3-[(benzo[d][1,3]-dioxolan-4-yl)-oxyl]propylamine CNCCC(OC1=CC=CC=2OCOC21)C2=CC=CC=C2